IC1=C(C=NN1C)C=O 5-iodo-1-methyl-1H-pyrazole-4-carbaldehyde